(ethyl-(tetrahydro-2H-pyran-4-yl)amino)-5-(6-fluoro-2',3',5',6'-tetrahydrospiro[inden-1,4'-pyran]-5-yl)-N-((4-methoxy-6-methyl-2-oxo-1,2-dihydropyridin-3-yl)methyl)-2-methylbenzamide C(C)N(C1CCOCC1)C=1C(=C(C(=O)NCC=2C(NC(=CC2OC)C)=O)C=C(C1)C=1C=C2C=CC3(CCOCC3)C2=CC1F)C